ethyl (3S)-4-((tert-butoxycarbonyl)amino)-2-cyano-2-cyclopropyl-3-methylbutanoate C(C)(C)(C)OC(=O)NC[C@H](C(C(=O)OCC)(C1CC1)C#N)C